(S)-5-(2-(4-(5-(3,5-difluorophenyl)-4,5-dihydro-1H-pyrazole-1-carbonyl)piperazin-1-yl)-5-fluoropyrimidin-4-yl)-1-methylpyridin-2(1H)-one FC=1C=C(C=C(C1)F)[C@@H]1CC=NN1C(=O)N1CCN(CC1)C1=NC=C(C(=N1)C=1C=CC(N(C1)C)=O)F